[5-(2,4-difluorophenyl)isoxazol-3-yl]-[4-(1,3,5-trimethylpyrazol-4-yl)-5,7-dihydro-4H-thieno[2,3-c]pyridin-6-yl]methanone FC1=C(C=CC(=C1)F)C1=CC(=NO1)C(=O)N1CC2=C(C(C1)C=1C(=NN(C1C)C)C)C=CS2